4-chloro-1-(5-(difluoromethyl)-1,3,4-thiadiazol-2-yl)-1H-indazole-6-sulfonyl chloride ClC1=C2C=NN(C2=CC(=C1)S(=O)(=O)Cl)C=1SC(=NN1)C(F)F